3-methyl-1-nitrobut-1-ene CC(C=C[N+](=O)[O-])C